[Cl-].OC(CC[N+](C)(C)C)CO 3,4-dihydroxybutyltrimethylammonium chloride